C(C(=C)C)(=O)OCCC gamma-propyl methacrylate